C(C=C)(=O)OCO[Si](OC)(OC)CCC acryloyloxy-propyltrimethoxysilane